N-(2-((4-(3'-(aminomethyl)-[1,1'-biphenyl]-3-yl)thiazol-2-yl)amino)-2-oxoethyl)-1-(methylsulfonyl)-1H-pyrrole-3-carboxamide NCC=1C=C(C=CC1)C1=CC(=CC=C1)C=1N=C(SC1)NC(CNC(=O)C1=CN(C=C1)S(=O)(=O)C)=O